((2R,4S,5S)-4-amino-5-((2-methoxyethyl)amino)tetrahydro-2H-pyran-2-yl)((1S)-1-(4-fluorophenyl)-1,2,3,4-tetrahydronaphthalen-2-yl)methanone N[C@H]1C[C@@H](OC[C@H]1NCCOC)C(=O)C1[C@H](C2=CC=CC=C2CC1)C1=CC=C(C=C1)F